4-[6-fluoro-1-(pyrimidin-5-ylmethyl)benzoimidazol-2-yl]-1,2,5-oxadiazol-3-amine FC=1C=CC2=C(N(C(=N2)C=2C(=NON2)N)CC=2C=NC=NC2)C1